N-methoxy-N-methyl-2-{4H,5H,6H-pyrrolo[1,2-c][1,2,3]triazol-6-yl}acetamide tert-Butyl-(1R,4R)-5-(5-bromo-3-methyl-2-pyridyl)-2,5-diazabicyclo[2.2.1]heptane-2-carboxylate C(C)(C)(C)OC(=O)N1[C@H]2CN([C@@H](C1)C2)C2=NC=C(C=C2C)Br.CON(C(CC2CCC=1N2N=NC1)=O)C